methyl 3-((4-chlorobenzyl) amino)-2-oxopyrrolidine-3-carboxylate ClC1=CC=C(CNC2(C(NCC2)=O)C(=O)OC)C=C1